1-(3-chloro-5-fluoropyridin-2-yl)methylamine hydrochloride Cl.ClC=1C(=NC=C(C1)F)CN